1-BROMO-5-CHLORO-2-METHOXY-4-METHYLBENZENE BrC1=C(C=C(C(=C1)Cl)C)OC